N-[2-(3-cyanopyridin-2-yl)-5-(2,6-difluoro-4-methoxyphenyl)-1-methyl-3-oxo-2,3-dihydro-1H-pyrazol-4-yl]-4-(trifluoromethoxy)benzamide C(#N)C=1C(=NC=CC1)N1N(C(=C(C1=O)NC(C1=CC=C(C=C1)OC(F)(F)F)=O)C1=C(C=C(C=C1F)OC)F)C